FC1=C(C(=C2C=NNC2=C1F)C=1C=CC=2N(N1)C=C(N2)NC(=O)C2C(C2)F)C N-(6-(6,7-difluoro-5-methyl-1H-indazol-4-yl)imidazo[1,2-b]pyridazin-2-yl)-2-fluorocyclopropane-1-carboxamide